Iodo-pentacosane ICCCCCCCCCCCCCCCCCCCCCCCCC